COC(/C=C(\C)/C1=CC=CC(=N1)N1C(=CC2=CC=C(C=C12)OC(F)(F)F)C(=O)O)=O (E)-1-(6-(4-methoxy-4-oxobut-2-en-2-yl)pyridin-2-yl)-6-(trifluoromethoxy)-1H-indole-2-carboxylic acid